(S)-2-((8-methoxy-1,2,3,4-tetrahydroisoquinolin-1-yl)methyl)isoindoline-1,3-dione COC=1C=CC=C2CCN[C@@H](C12)CN1C(C2=CC=CC=C2C1=O)=O